C(C)(C)(C)[Si](OCCN1CCNC2=CC=C(C=C12)C#N)(C)C 4-{2-[(tertbutyldimethylsilyl)oxy]ethyl}-1,2,3,4-tetrahydroquinoxaline-6-carbonitrile